2-Cyanoethyl (4-(2-(dimethoxyphosphoryl)ethyl)cyclohexyl) diisopropylphosphoramidite C(C)(C)N(P(OCCC#N)OC1CCC(CC1)CCP(=O)(OC)OC)C(C)C